C(C)OC1=CC=C(C=N1)C1=CN=C(C(=N1)C(=O)N/N=C/C=1N(C=CC1)C)O (E)-6-(6-ethoxypyridin-3-yl)-3-hydroxy-N'-((1-methyl-1H-pyrrol-2-yl)methylene)pyrazine-2-carbohydrazide